NC1=C2C(=NC=N1)N(N=C2C2=CC=C(C=C2)OC2=CC=CC=C2)C2CCC(CC2)C(C(=O)N)=CCN(C)C 4-(4-amino-3-(4-phenoxyphenyl)-1H-pyrazolo[3,4-d]pyrimidin-1-yl)cyclohexyl-4-(dimethylamino)but-2-enamide